FC1=CC=C(C=C1)C1(CCCC1)NCC1=CC(=C(C=C1)O)CN1CCN(CC1)C 4-(((1-(4-Fluorophenyl)cyclopentyl)amino)methyl)-2-((4-methylpiperazin-1-yl)methyl)phenol